2-phenylpiperidine-4-carboxamide C1(=CC=CC=C1)C1NCCC(C1)C(=O)N